5-[[(1r,4r)-4-(dimethylamino)-2,2-dimethyl-cyclohexyl]amino]-1,3-benzothiazole-2-carbonitrile CN([C@H]1CC([C@@H](CC1)NC=1C=CC2=C(N=C(S2)C#N)C1)(C)C)C